[N+](=O)([O-])C1=CC=C(C=C1)N1CCN(CC1)C1CCC2(CCN(CC2)C=2C=C3CN(C(C3=CC2)=O)C2C(NC(CC2)=O)=O)CC1 3-(5-(9-(4-(4-nitrophenyl)piperazin-1-yl)-3-azaspiro[5.5]undecan-3-yl)-1-oxoisoindolin-2-yl)piperidine-2,6-dione